3-Hydroxycyclobutyl (8-amino-7-fluoro-6-(4-methyl-6,6a,7,7a-tetrahydro-5H-cyclopropa[c][1,5]naphthyridin-3-yl)isoquinolin-3-yl)carbamate NC=1C(=C(C=C2C=C(N=CC12)NC(OC1CC(C1)O)=O)C1=CN=C2C3C(CNC2=C1C)C3)F